2-((3R*,4R*)-4-(((6-((R)-4,4-difluoro-2-(2-fluoro-4-(trifluoromethyl)phenyl)pyrrolidin-1-yl)-5-fluoropyrimidin-4-yl)amino)methyl)-3-fluoropiperidin-1-yl)acetamide FC1(C[C@@H](N(C1)C1=C(C(=NC=N1)NC[C@@H]1[C@H](CN(CC1)CC(=O)N)F)F)C1=C(C=C(C=C1)C(F)(F)F)F)F |o1:14,15|